FC=1C=C(C=C(C1)F)CC(=O)NC(C(=O)NC1N=C(C2=C(N(C1=O)C)C=CC=C2)C2=CC=CC=C2)C 2-[2-(3,5-difluorophenyl)-acetamido]-N-(1-methyl-2-oxo-5-phenyl-2,3-dihydro-1H-benzo[e][1,4]diazepin-3-yl)-propionamide